C(C1=CC=CC=C1)N1N=CC=C1CC1=CC=C(C=C1)C1=NOC(C1)(O)C(F)(F)F 3-{4-[(1-benzyl-1H-pyrazol-5-yl)methyl]phenyl}-5-(trifluoromethyl)-4,5-dihydro-1,2-oxazol-5-ol